3-[methyl-[[6-oxo-5-(trifluoromethyl)-1-(2-trimethylsilylethoxymethyl)pyridazin-4-yl]amino]propyl]isoquinolin-1-one CC(CCC=1NC(C2=CC=CC=C2C1)=O)NC=1C=NN(C(C1C(F)(F)F)=O)COCC[Si](C)(C)C